N,N-dimethyl-hexylamine oxide C[N+](C)(CCCCCC)[O-]